C(C1=CC=CC=C1)OC1CC(C1)=CB1OC(C(O1)(C)C)(C)C 2-((3-(benzyloxy)cyclobutylidene)methyl)-4,4,5,5-tetramethyl-1,3,2-dioxaborolane